(1S,2S)-N-(4-(((6-chloro-8-(4-methylpiperazin-1-yl)imidazo[1,2-a]pyridin-2-yl)methyl)amino)pyridin-2-yl)-2-(3-chlorophenyl)cyclopropane-1-carboxamide ClC=1C=C(C=2N(C1)C=C(N2)CNC2=CC(=NC=C2)NC(=O)[C@@H]2[C@H](C2)C2=CC(=CC=C2)Cl)N2CCN(CC2)C